C12(CC(C1)C2)NC(=O)C=2C=NN1C2N=C(C=C1NC)NC1=CC(=CC2=C1OCC21CC1)F N-(bicyclo[1.1.1]pentan-1-yl)-5-((5-fluoro-2H-spiro[benzofuran-3,1'-cyclopropan]-7-yl)amino)-7-(methylamino)pyrazolo[1,5-a]pyrimidine-3-carboxamide